dimethylamino-3-({2-fluoro-3-[(2-oxo-1-imidazolidinyl)methyl]phenyl}methyl)-2-oxo-3,4-dihydro-2H-1,3-benzoxazin CN(C)C1N(C(OC2=C1C=CC=C2)=O)CC2=C(C(=CC=C2)CN2C(NCC2)=O)F